C(C)C1CSC2=C(NC1=O)C=CC(=C2)OC 3-ethyl-8-methoxy-2,3-dihydro-1,5-benzothiazepine-4(5H)-one